COC1=NC=C(C2=C1N=C(S2)NC(=O)N2CC1(CC2)CCOCC1)C=1C=NN(C1)CCOCCOC 8-Oxa-2-aza-spiro[4.5]decane-2-carboxylic acid (4-methoxy-7-{1-[2-(2-methoxy-ethoxy)-ethyl]-1H-pyrazol-4-yl}-thiazolo[4,5-c]pyridin-2-yl)-amide